CC1=NC=CC(=C1)NC1=NC=C2C(=N1)N(N(C2=O)CC=C)C2=NC(=CC=C2)OC2CCNCC2 6-[(2-methylpyridin-4-yl)amino]-1-[6-(piperidin-4-yloxy)pyridin-2-yl]-2-(prop-2-en-1-yl)-1H,2H,3H-pyrazolo[3,4-d]pyrimidin-3-one